8-bromo-2-chloro-3,6,7-trimethyl-quinazolin-4-one BrC=1C(=C(C=C2C(N(C(=NC12)Cl)C)=O)C)C